t-butylbenzene C(C)(C)(C)C1=CC=CC=C1